COC=1C=C(C=NC1)N(C(=O)C=1C=C(C=CC1)N1N=C(C=2CCCC(C12)OC1=CC=C(C(=O)OC(C)(C)C)C=C1)C(F)(F)F)C tert-Butyl 4-[[1-[3-[(5-methoxy-3-pyridyl)-methylcarbamoyl]phenyl]-3-(trifluoromethyl)-4,5,6,7-tetrahydroindazol-7-yl]oxy]benzoate